2-((dimethylamino)methylene)-3-oxobutanoate CN(C)C=C(C(=O)[O-])C(C)=O